N-(2-chloro-4-cyanobenzyl)piperidine-4-carboxamide ClC1=C(CNC(=O)C2CCNCC2)C=CC(=C1)C#N